tert-butyl ((1-((3-((cyclohexylmethyl) sulfonamido)-4-methoxy benzo[d]isoxazol-6-yl)methyl)-1H-pyrazol-3-yl)methyl)carbamate C1(CCCCC1)CS(=O)(=O)NC1=NOC2=C1C(=CC(=C2)CN2N=C(C=C2)CNC(OC(C)(C)C)=O)OC